ClC1=C(C=CC=C1C1=CC(=CC=C1)Cl)[C@@]1(CC(N(C(N1)=N)C1CCN(CC1)C)=O)C (6S)-6-[2-Chloro-3-(3-chloro-phenyl)phenyl]-2-imino-6-methyl-3-(1-methylpiperidin-4-yl)-hexahydropyrimidin-4-one